ClC1=C(C=CC=C1)S(=O)(=O)NC1=C(C=C(C(=N1)OC)C=1C=C2C=NC(=NC2=CC1)NC1CCC(CC1)N(C(OC(C)(C)C)=O)C)F tert-butyl ((1r,4r)-4-((6-(6-((2-chlorophenyl)sulfonamido)-5-fluoro-2-methoxypyridin-3-yl)quinazolin-2-yl)amino)cyclohexyl)(methyl)carbamate